N1(C=NC2=C1C=CC=C2)CCCC(C(=O)O)(CCCCB(O)O)N 2-(3-(1H-benzo[d]imidazol-1-yl)propyl)-2-amino-6-boronohexanoic acid